(R)-N-(2-amino-3-(6-(1-hydroxypropyl)-4-methylpyridin-3-yl)-1,6-naphthyridin-7-yl)-2,2-difluorocyclopropane-1-carboxamide NC1=NC2=CC(=NC=C2C=C1C=1C=NC(=CC1C)C(CC)O)NC(=O)[C@@H]1C(C1)(F)F